BrC1=CC(=CC=2C=COC21)COC2=C(C=CC(=C2)C(F)(F)F)CC(=O)OCC ethyl 2-(2-((7-bromobenzofuran-5-yl)methoxy)-4-(trifluoromethyl)phenyl)acetate